C(CCCCCCCCCCCCCCCCCCCCCCCCC)(=O)OCCCCCCCCCCCCCCCCCCCCCC docosyl n-hexacosanoate